2-(3-(benzyloxy)-5-cyano-2-formylphenoxy)acetic acid C(C1=CC=CC=C1)OC=1C(=C(OCC(=O)O)C=C(C1)C#N)C=O